NC=1C2=C(N=CN1)N(C=C2C(=O)N)[C@@]2(O[C@H]([C@@H]([C@]2(O)C#C)O)O)C 4-Amino-7-((2R,3R,4R,5R)-3-ethynyl-3,4-dihydroxy-5-hydroxy-methyl-tetrahydro-furan-2-yl)-7H-pyrrolo[2,3-d]pyrimidine-5-carboxylic acid amide